(1R,3R)-1-(4-bromo-2,6-difluorophenyl)-2-(3-((tert-butyldiphenylsilyl)oxy)-2,2-difluoropropyl)-3-methyl-2,3,4,9-tetrahydro-1H-pyrido[3,4-b]indole-7-carboxylic acid methyl ester COC(=O)C1=CC=C2C3=C(NC2=C1)[C@H](N([C@@H](C3)C)CC(CO[Si](C3=CC=CC=C3)(C3=CC=CC=C3)C(C)(C)C)(F)F)C3=C(C=C(C=C3F)Br)F